4-((1-(3-amino-5-(trifluoromethyl)phenyl)ethyl)amino)-2-methyl-6-(methylamino)quinazoline-7-carboxylate NC=1C=C(C=C(C1)C(F)(F)F)C(C)NC1=NC(=NC2=CC(=C(C=C12)NC)C(=O)[O-])C